1,2-diphenylethylamine C1(=CC=CC=C1)C(CC1=CC=CC=C1)N